1-(6-(4-(5-chloro-6-methyl-1H-indazol-4-yl)-5-methyl-3-(8-(oxetan-3-yl)-5,8-diazaspiro[3.5]nonan-5-yl)-1H-pyrazol-1-yl)-2-azaspiro[3.3]heptan-2-yl)prop-2-en-1-one ClC=1C(=C2C=NNC2=CC1C)C=1C(=NN(C1C)C1CC2(CN(C2)C(C=C)=O)C1)N1C2(CCC2)CN(CC1)C1COC1